ClC=1C=C2CCN([C@@H](C2=C(C1)Cl)C)C(=O)[C@H]1CNCCO1 ((R)-6,8-dichloro-1-methyl-3,4-dihydroisoquinolin-2(1H)-yl)((R)-morpholin-2-yl)methanone